tert-butyl (2R,3S,4S)-4-[(tert-butoxycarbonyl)oxy]-2-[(4-methoxyphenyl) methyl]-3-{[2-(5-methyl-1,2,4-oxadiazol-3-yl)acetyl]oxy}pyrrolidine-1-carboxylate C(C)(C)(C)OC(=O)O[C@@H]1[C@H]([C@H](N(C1)C(=O)OC(C)(C)C)CC1=CC=C(C=C1)OC)OC(CC1=NOC(=N1)C)=O